(indolizin-3-yl)-ethanone C=1C=C(N2C=CC=CC12)C(C)=O